C1N(CC2=CC=CC=C12)C1=NC=2N(C(=C1)C=1C=NNC1)N=C(C2)C(=O)NC2=CC=C(C=C2)OC(C)C 5-(isoindolin-2-yl)-N-(4-isopropoxyphenyl)-7-(1H-pyrazol-4-yl)pyrazolo[1,5-a]pyrimidine-2-carboxamide